(2R,3S)-3-isopropylmalate C(C)(C)[C@@H]([C@H](C(=O)[O-])O)C(=O)[O-]